C(=O)O.ClC=1C=C2CCCN(C2=C(C1)C1=C2C(=NC=C1)C=C(S2)CN2C(OC[C@@H]2C(F)(F)F)=O)[C@@H]2CNC1(CCC1)C2 (R)-3-((7-(6-chloro-1-((S)-5-azaspiro[3.4]octan-7-yl)-1,2,3,4-tetrahydroquinolin-8-yl)thieno[3,2-b]pyridin-2-yl)methyl)-4-(trifluoromethyl)oxazolidin-2-one, formic acid salt